BrCC1C=C2C(=C3C(=CC=C2)C=CC=C3)C=C1 9-bromomethyl-9H-dibenzocycloheptene